[N+](=O)([O-])[O-].[Rh+3].[N+](=O)([O-])[O-].[N+](=O)([O-])[O-] Rhodium(III) nitrate